C(C1=CN=CC=C1)(=O)OC1=C(C(=CC(=C1)Br)C=NC(C(=O)OC)C(C)C)O 5-bromo-2-hydroxy-3-((1-methoxy-3-methyl-1-oxobutan-2-ylimino)-methyl)phenyl nicotinate